L-2',6'-dichloroacetophenone ClC1=C(C(=CC=C1)Cl)C(C)=O